6-(1-((4-methoxy-2-methylphenyl)sulfonyl)piperidin-4-yl)-7-methylimidazo[1,2-b]pyridazine COC1=CC(=C(C=C1)S(=O)(=O)N1CCC(CC1)C=1C(=CC=2N(N1)C=CN2)C)C